[3-(2-hydroxyethylsulfanyl)cyclobutyl]-N-methyl-carbamate OCCSC1CC(C1)OC(NC)=O